NCCN(CCN(CC#N)CC#N)CCN1C(N(CC1)CCNCCNCC#N)=O 2,2'-((2-((2-aminoethyl)(2-(3-(2-((2-((cyanomethyl)amino)eth-yl)amino)ethyl)-2-oxoimidazolidin-1-yl)ethyl)amino)ethyl)azane-diyl)diacetonitrile